COC1=C(C=NC=C1)N(C1=CC=C(C=C1)C(F)(F)F)C1CCN(CC1)C1=NC=C(C=C1)S(=O)(=O)C 4-Methoxy-N-(1-(5-(methylsulfonyl)pyridin-2-yl)piperidin-4-yl)-N-(4-(tri-fluoromethyl)phenyl)pyridin-3-amine